(4-hydroxyphenyl)ethyl-iodoacetamide OC1=CC=C(C=C1)CCC(C(=O)N)I